C1(CCCCC1)B1OC(C(O1)(C)C)(C)C 2-(1-Cyclohexyl)-4,4,5,5-tetramethyl-1,3,2-dioxaborolane